COC(C1=CN=C(C(=C1)N)NC1=CC=C(C=C1)C#N)=O 5-amino-6-((4-cyanophenyl)amino)nicotinic acid methyl ester